4-(4-((1R,5S)-3,8-diazabicyclo[3.2.1]octan-3-yl)-8-fluoro-2-((3-hydroxy-1-(hydroxymethyl)cyclobutyl)methoxy)quinazolin-7-yl)naphthalen-2-ol [C@H]12CN(C[C@H](CC1)N2)C2=NC(=NC1=C(C(=CC=C21)C2=CC(=CC1=CC=CC=C21)O)F)OCC2(CC(C2)O)CO